C1(CC1)N1CCC(CC1)C=1N=C2C(=NC1)NC=C2C2CCN(CC2)C(=O)C2=CC=C(C=C2)OC(F)(F)F [4-[2-(1-Cyclopropyl-4-piperidyl)-5H-pyrrolo[2,3-b]pyrazin-7-yl]-1-piperidyl]-[4-(trifluoromethoxy)phenyl]methanone